4',5,7-trihydroxy-6-methoxyisoflavone OC1=CC=C(C2=COC3=CC(=C(C(=C3C2=O)O)OC)O)C=C1